CC1=C(C(=O)NN)C=C(C=C1)[N+](=O)[O-] 2-methyl-5-nitrobenzohydrazide